4-phenyl-1,2-dihydropyridine C1(=CC=CC=C1)C1=CCNC=C1